2-[4-(2-oxo-1,3-dihydro-1,3,4-triaza-7-indenyl)-1-piperidylsulfonyl]benzonitrile O=C1NC2=C(C=CN=C2N1)C1CCN(CC1)S(=O)(=O)C1=C(C#N)C=CC=C1